3-(((1R,5S)-8-methyl-8-azabicyclo[3.2.1]octan-3-yl)oxy)-3-OXO-2-phenylpropyl 5-((R)-1,2-dithiolan-3-yl)pentanoate S1S[C@@H](CC1)CCCCC(=O)OCC(C(=O)OC1C[C@H]2CC[C@@H](C1)N2C)C2=CC=CC=C2